CCCCC/C=C\\C[C@@H]1[C@@H](O1)C/C=C\\C/C=C\\CCCC(=O)[O-] The molecule is an 11,12-EET(1-) that is the conjugate base of (11S,12R)-EET, obtained by deprotonation of the carboxy group; major species at pH 7.3. It is a conjugate base of an (11S,12R)-EET. It is an enantiomer of an (11R,12S)-EET(1-).